2,3,5-triiodoterephthalic acid IC1=C(C(=O)O)C=C(C(=C1I)C(=O)O)I